[N+](=O)([O-])C=1C=C(C=CC1)C=CC(C=C)=O 5-(3-nitrophenyl)-1,4-pentadien-3-one